(S)-1-(3-(2-chloro-5-fluoropyrimidin-4-yl)phenyl)piperidin-3-ol ClC1=NC=C(C(=N1)C=1C=C(C=CC1)N1C[C@H](CCC1)O)F